4,4'-carbonyldiphthalic anhydride C1=CC2=C(C=C1C(=O)C3=CC4=C(C=C3)C(=O)OC4=O)C(=O)OC2=O